1H-indeneformaldehyde C1(C=CC2=CC=CC=C12)C=O